N4-(4-fluorophenyl)pyrimidine-4,6-diamine FC1=CC=C(C=C1)NC1=NC=NC(=C1)N